bis(1,10-phenanthroline) dichloride copper (II) [Cu+2].[Cl-].[Cl-].N1=CC=CC2=CC=C3C=CC=NC3=C12.N1=CC=CC2=CC=C3C=CC=NC3=C12